C(#N)[C@H](C(=O)N)N1C[C@@H]([C@H](CC1)CNC1=NC=NC(=C1F)N(CC1=CC=C(C=C1)C(F)(F)F)CC)O |&1:2| rac-2-cyano-2-((3R,4R)-4-(((6-(ethyl(4-(trifluoromethyl)benzyl)amino)-5-fluoropyrimidin-4-yl)amino)methyl)-3-hydroxypiperidin-1-yl)acetamide